methyl isooctyliminodipropionate C(CCCCC(C)C)N(CCC(=O)[O-])CCC(=O)OC